1-[[5-(Difluoromethoxy)-3-pyridyl]methyl]-6-(3,4-difluorophenyl)pyrazolo[4,3-b]pyridine FC(OC=1C=C(C=NC1)CN1N=CC2=NC=C(C=C21)C2=CC(=C(C=C2)F)F)F